N-(4-cyano-2-nitrophenyl)prop-2-enamide C(#N)C1=CC(=C(C=C1)NC(C=C)=O)[N+](=O)[O-]